tert-Butyl 4-((((benzyloxy)carbonyl)amino)methyl)-5,6-dihydropyridine-1(2H)-carboxylate C(C1=CC=CC=C1)OC(=O)NCC1=CCN(CC1)C(=O)OC(C)(C)C